NC1CC2(CC(C2)C(N[C@H](C(NCCCC[C@H](NC(N[C@@H](CCC(=O)O)C(=O)O)=O)C(=O)O)=O)CC2=CC3=CC=CC=C3C=C2)=O)C1 (3S,10S,14S)-1-(6-aminospiro[3.3]heptan-2-yl)-3-[(naphthalen-2-yl)methyl]-1,4,12-trioxo-2,5,11,13-tetraazahexadecane-10,14,16-tricarboxylic acid